(R)-N-(1-(1-(5-chloro-2-methylbenzoyl)-2,3-dihydro-1H-indol-5-yl)ethyl)-4-chlorobenzamide ClC=1C=CC(=C(C(=O)N2CCC3=CC(=CC=C23)[C@@H](C)NC(C2=CC=C(C=C2)Cl)=O)C1)C